OC=1C=C(CC2C(NC(N2)=O)=O)C=CC1O 5-(3,4-dihydroxybenzyl)hydantoin